4-cyclohexyl-N-(4-cyclohexylphenyl)aniline tert-Butyl-(3-hydroxy-3-(3-(1-(trifluoromethyl)cyclopropyl)phenyl)cyclobutyl)(methyl)carbamate C(C)(C)(C)OC(N(C)C1CC(C1)(C1=CC(=CC=C1)C1(CC1)C(F)(F)F)O)=O.C1(CCCCC1)C1=CC=C(NC2=CC=C(C=C2)C2CCCCC2)C=C1